C=1(C(=C(C(=CC1)CCCCCCCCCCCCCCCCCC(=O)O)C)CCCCCCCCCCCCCCCCCC(=O)N)C m-xylenebisstearic acid amide